C(C)C1=C(C=CC(=C1)C1(C(C=C(C2=CC=CC=C12)\N=N\[H])S(=O)(=O)O)N)C1=C(C=C(C=C1)C1(C(C=C(C2=CC=CC=C12)\N=N\[H])S(=O)(=O)O)N)CC 1,1'-(2,2'-diethyl[1,1'-biphenyl]-4,4'-diyl)bis{1-amino-4-[(E)-diazenyl]naphthalene-2-sulfonic acid}